2-[[1-(2-chloro-6-oxo-1-pyridyl)cyclopropanecarbonyl]amino]-4-[[3-fluoro-2-methoxy-propyl]-[4-(5,6,7,8-tetrahydro-1,8-naphthyridin-2-yl)butyl]amino]butanoic acid ClC=1N(C(C=CC1)=O)C1(CC1)C(=O)NC(C(=O)O)CCN(CCCCC1=NC=2NCCCC2C=C1)CC(CF)OC